C(C)(C)(C)C1=C(C(=CC(=C1)O)C(C)(C)C)C(C(=O)OCCCCCCCCCCCC)C dodecyl 2,6-di-tert-butyl-4-hydroxyphenylpropionate